CN1N=C(C=C1/C=C/C(=O)OCC)C ethyl (E)-3-(1,3-dimethyl-1H-pyrazol-5-yl)acrylate